6-(8-azabicyclo[3.2.1]octan-3-yl)-2-(3,4-dimethoxyphenyl)-5,6,7,8-tetrahydro-[1,2,4]triazolo[1,5-a]pyridine hydrochloride Cl.C12CC(CC(CC1)N2)C2CCC=1N(C2)N=C(N1)C1=CC(=C(C=C1)OC)OC